C(C)(C)C1=CC=C(C=C1)C(=[Zr](C1C2=CC(=CC=C2C=2C=CC(=CC12)C(C)(C)C)C(C)(C)C)C1C=CC=C1)C1CCCC1 (4-Isopropylphenyl)(cyclopentyl)methylene(cyclopentadienyl)(2,7-di-tert-butylfluoren-9-yl)zirconium